1-(3-(5-amino-2-chloro-4-fluoro-3-methylbenzoylamino)-4-(4-methylpiperazin-1-yl)phenyl)-N-(tetrahydro-2H-pyran-4-yl)-1H-1,2,3-triazol-4-carboxamide NC=1C(=C(C(=C(C(=O)NC=2C=C(C=CC2N2CCN(CC2)C)N2N=NC(=C2)C(=O)NC2CCOCC2)C1)Cl)C)F